ClC1=CC=C2NC(C(=[N+](C2=C1)[O-])C(=O)OCC)=O 7-chloro-2-(ethoxycarbonyl)-3-oxo-3,4-dihydroquinoxaline 1-oxide